tert-butyl (1-(difluoromethyl)-2-oxo-1,2-dihydropyridin-4-yl)carbamate FC(N1C(C=C(C=C1)NC(OC(C)(C)C)=O)=O)F